CC1=C(CNC2COC2)C(=CC(=C1)B1OC(C(O1)(C)C)(C)C)C N-(2,6-dimethyl-4-(4,4,5,5-tetramethyl-1,3,2-dioxaborolan-2-yl)benzyl)oxetan-3-amine